4-nitrophenyl ((1s,3s)-3-(2-(trifluoromethyl)-1H-imidazo[4,5-c]pyridin-1-yl)cyclobutyl) carbonate C(OC1=CC=C(C=C1)[N+](=O)[O-])(OC1CC(C1)N1C(=NC=2C=NC=CC21)C(F)(F)F)=O